ClC1=C(C#N)C=CC(=C1)N1CC2(C[C@@H]1C)CCN(CC2)C2=C(C=C(C=C2)C(=O)N2CCC(CC2)CN2CCN(CC2)C2=CC(=CC=C2)NC2C(NC(CC2)=O)=O)F 2-Chloro-4-((3S)-8-(4-(4-((4-(3-((2,6-dioxopiperidin-3-yl)amino)phenyl)piperazine-1-yl)methyl)piperidine-1-carbonyl)-2-fluorophenyl)-3-methyl-2,8-diazaspiro[4.5]dec-2-yl)benzonitrile